[Na].O\C(=C/CC)\C1C(OC2=C1C=CC=C2)=O (Z)-3-(1-hydroxybutenyl)benzofuran-2-one sodium salt